1-(2-amino-9H-purin-6-yl)-1-methylpyrrolidine-1-ium chloride [Cl-].NC1=NC(=C2N=CNC2=N1)[N+]1(CCCC1)C